CN(CC(=O)N1CCC(CC1)NCC=1C=C2C=C(N(C2=CC1)CCF)C#CCNC=1C=CC(=NC1)C(C#N)(C)C)C 2-{5-[(3-{5-[({1-[2-(dimethylamino)acetyl]piperidin-4-yl}amino)methyl]-1-(2-fluoroethyl)-1H-indol-2-yl}prop-2-yn-1-yl)amino]pyridin-2-yl}-2-methylpropanenitrile